3-(6-hydroxy-3-oxo-2,3-dihydro-1H-isoindol-1-yl)-1H-indole-2-carbaldehyde OC1=CC=C2C(NC(C2=C1)C1=C(NC2=CC=CC=C12)C=O)=O